CS(=O)(=O)C1=C(C=CC=C1)CN1CC2(C1)CNC2 2-[(2-methylsulfonylphenyl)methyl]-2,6-diazaspiro[3.3]heptane